N-Hydroxymethylacrylamide OCNC(C=C)=O